N-((6-((diethylphosphaneyl)methyl)pyridin-2-yl)methyl)-2-(diphenylphosphaneyl)aniline C(C)P(CC)CC1=CC=CC(=N1)CNC1=C(C=CC=C1)P(C1=CC=CC=C1)C1=CC=CC=C1